Hydroxyl-Ethyl-Methacrylate OC(=C(C(=O)[O-])C)CC